O1C(OCC1)CCCCCOC=1C=C(C=C2C(=NC=NC12)N[C@H](C)C=1C=C(C=CC1)C(C1CCN(CC1)C(=O)OC(C)(C)C)(F)F)Br tert-butyl (R)-4-((3-(1-((8-((5-(1,3-dioxolan-2-yl)pentyl)oxy)-6-bromoquinazolin-4-yl)amino)ethyl)phenyl)difluoromethyl)piperidine-1-carboxylate